α-methyl-Cysteine C[C@](N)(CS)C(=O)O